FC1=NC=C(C(=O)NCC[C@]2(CC\C=C\CCC2)O)C(=C1)C |r| rac-(S,E)-6-fluoro-N-(2-(1-hydroxycyclooct-4-en-1-yl)ethyl)-4-methylnicotinamide